S(=O)(=O)([O-])[O-].CC1=C(C(=C(C1(C)[Ir+2])C)C)C (pentamethylcyclopentadienyl)iridium (III) sulfate